C(C)OC(=O)[C@H]1N2C(N([C@H](CC1)C2)OCC2=CC=CC=C2)=O (2S,5R)-6-(benzyloxy)-7-oxo-1,6-diazabicyclo[3.2.1]octane-2-carboxylic acid ethyl ester